Cl.N1OC(NCO1)N1C(C2=CC=C(C=C2C1)CNC(=O)C1CNCCN1)=O N-((2-(2,6-dioxapiperazin-3-yl)-1-oxoisoindolin-5-yl)methyl)piperazine-3-carboxamide hydrochloride